C(#C)[C@@]1(CC[C@H]2[C@@H]3CC=C4C[C@H](CC[C@@]4([C@H]3CC[C@]12C)C)O)O (3S,8R,9S,10R,13S,14S,17R)-17-ethynyl-10,13-dimethyl-2,3,4,7,8,9,10,11,12,13,14,15,16,17-tetradecahydro-1H-cyclopenta[a]phenanthrene-3,17-diol